CSC1=CC=C(C=C1)C(C=P(C1=CC=CC=C1)(C1=CC=CC=C1)C1=CC=CC=C1)=O 4-(methylthio)phenyl-2-(triphenylphosphoranylidene)ethanone